BrC1=CC=2C3=C(C=NC2C=C1F)N(C(C31CC(C1)C=1NC(C=CC1)=O)=O)C 8'-Bromo-7'-fluoro-3'-methyl-3-(6-oxo-1,6-dihydropyridin-2-yl)spiro[cyclobutane-1,1'-pyrrolo[2,3-c]quinolin]-2'(3'H)-one